5-ethoxy-3-methyl-pyrazolidine C(C)OC1CC(NN1)C